(S)-(1-(2-chloro-7-methyl-7H-purin-6-yl)pyrrolidin-2-yl)methanol ClC1=NC(=C2N(C=NC2=N1)C)N1[C@@H](CCC1)CO